(2,3-dihydro-1,1,3-trimethyl-1H-inden-4-yl)-1-methyl-1H-pyrazole-4-carboxamide CC1(CC(C2=C(C=CC=C12)C1=NN(C=C1C(=O)N)C)C)C